sulfate iron titanium [Ti+4].[Fe+2].S(=O)(=O)([O-])[O-].S(=O)(=O)([O-])[O-].S(=O)(=O)([O-])[O-]